Pentyl (1-((3aR,4R,6R,6aR)-2,6-dimethyltetrahydrofuro[3,4-d][1,3]dioxol-4-yl)-5-fluoro-2-oxo-1,2-dihydropyrimidin-4-yl)carbamate CC1O[C@@H]2[C@H](O1)[C@H](O[C@H]2N2C(N=C(C(=C2)F)NC(OCCCCC)=O)=O)C